BrC1=C(N=CN1C[C@H]1OCC1)C (S)-5-bromo-4-methyl-1-(oxetan-2-ylmethyl)-1H-imidazole